N1(CCNCCCNCCNCCC1)C1=CC(=C(C(=O)O)C=C1)C 4-(1,4,8,11-tetraazacyclotetradec-1-yl)-methylbenzoic acid